FC1=CC=C(C=C1)N1CCN(CC1)CC1=C(OC2=C(C1=O)C(=CC(=C2)O)O)C2=CC=C(C=C2)O ((4-(4-fluorophenyl)piperazin-1-yl)methyl)-5,7-dihydroxy-2-(4-hydroxyphenyl)-4H-benzopyran-4-one